OCCOOCCO bis(2-hydroxyethyl) peroxide